C(C(C)C)(=O)O.CC(CO)(C(C(C)C)O)C 2,2,4-trimethylpentane-1,3-diol monoisobutyrate